4,7,10,13,16,19,22,25,28,31,34,37,40-tridecaoxatritetracontanedioic acid C(CCOCCOCCOCCOCCOCCOCCOCCOCCOCCOCCOCCOCCOCCC(=O)O)(=O)O